BrC1=CC=C2C(=C(C=NC2=C1)C(=O)OCC)NC=1C=C(C(=O)O)C=C(C1)OC1=CC(=CC(=C1)F)F 3-((7-bromo-3-(ethoxycarbonyl)quinolin-4-yl)amino)-5-(3,5-difluorophenoxy)benzoic acid